C(#N)C1=C(SC2=C1CN(CC2)CC2=CC(=CC=C2)F)NC(CC2=CC(=C(C=C2)S(=O)(=O)C)OC)=O N-(3-Cyano-5-(3-fluorobenzyl)-4,5,6,7-tetrahydrothieno[3,2-c]pyridin-2-yl)-2-(3-methoxy-4-(methylsulfonyl)phenyl)-acetamid